mercaptohexyl-methyl-dimethoxysilane SCCCCCC[Si](OC)(OC)C